(R)-1-(4'-methoxyphenyl)ethanol COC1=CC=C(C=C1)[C@@H](C)O